(S)-2-((2-((S)-5-(difluoromethyl)-3-methyl-2,4-dicarbonylimidazolidin-1-yl)-5,6-dihydrobenzo[f]imidazo[1,2-d][1,4]oxazepin-9-yl)amino)propanamide FC([C@@H]1C(N(C(N1C=1N=C2N(CCOC3=C2C=CC(=C3)N[C@H](C(=O)N)C)C1)=C=O)C)=C=O)F